[2-[(2,4-dichlorophenyl)methoxy]-4-pyridyl]methanamine ClC1=C(C=CC(=C1)Cl)COC1=NC=CC(=C1)CN